3-(1-(difluoromethyl)-1H-pyrazol-4-yl)-1H-indazol-5-amine FC(N1N=CC(=C1)C1=NNC2=CC=C(C=C12)N)F